[C@@H]12OCCCN([C@H]2C1)C=1C2=C(N=C(N1)OCC1(CC1)CN1CCOCC1)C(=C(N=C2)C2=CC(=CC1=CC=C(C(=C21)C#C)F)O)F 4-(4-((1R,7S)-2-oxa-6-azabicyclo[5.1.0]octan-6-yl)-8-fluoro-2-((1-(morpholinomethyl)cyclopropyl)methoxy)pyrido[4,3-d]pyrimidin-7-yl)-5-ethynyl-6-fluoronaphthalen-2-ol